(rac)-(6-(2-Fluoro-3-methoxyphenyl)-2-azaspiro[3.4]octan-2-yl)((1s,3s)-3-hydroxy-3-methylcyclobutyl)methanon FC1=C(C=CC=C1OC)[C@H]1CC2(CN(C2)C(=O)C2CC(C2)(C)O)CC1 |r|